((4-(((4-aminonaphthalen-1-yl)oxy)methyl)pyridin-2-yl)amino)pyrazine NC1=CC=C(C2=CC=CC=C12)OCC1=CC(=NC=C1)NC1=NC=CN=C1